4-(2-(4-((2-(2-oxa-6-azaspiro[3.3]heptan-6-yl)pyrimidin-4-yl)methoxy)phenyl)propan-2-yl)-N-(2-aminoethyl)benzamide C1OCC12CN(C2)C2=NC=CC(=N2)COC2=CC=C(C=C2)C(C)(C)C2=CC=C(C(=O)NCCN)C=C2